C(CCCCCCCCCCCC)C(C(=O)O)=C.C(C=C)(=O)OCCCCCCCCCCCCC tridecyl acrylate (TRIDECYL ACRYLATE)